benzyl N-[3-[5,7-difluoro-2-(4-fluorophenyl)-1H-indol-3-yl]cyclobutyl]carbamate FC=1C=C2C(=C(NC2=C(C1)F)C1=CC=C(C=C1)F)C1CC(C1)NC(OCC1=CC=CC=C1)=O